COC(CCN1C2=CC(=CC=C2C=2C=CN=C(C12)C)OC)OC 3-(7-Methoxy-1-methyl-β-carbolin-9-yl)propionaldehyde dimethylacetal